(di-(2-ethylhexyl)aminomethyl)triazole C(C)C(CN(CC(CCCC)CC)CC=1N=NNC1)CCCC